C(C(=C)C)(=O)OCC(CSCC)SCC 2,3-bis(ethylthio)propyl methacrylate